N-{2-methanesulfonyl-5-[2-(triisopropylsilyl)ethynyl]pyrido[2,3-d]pyrimidin-7-yl}benzamide CS(=O)(=O)C=1N=CC2=C(N1)N=C(C=C2C#C[Si](C(C)C)(C(C)C)C(C)C)NC(C2=CC=CC=C2)=O